O1CCN(CC1)S(=O)(=O)N1CC(CC(C1)C(F)(F)F)COC1=NC=CC(=C1)CN (2-((1-(Morpholinosulfonyl)-5-(trifluoromethyl)piperidin-3-yl)methoxy)pyridin-4-yl)methanamine